N-((1R,3S,5s,7s)-2-(5-(6-bromo-3-cyanopyrazolo[1,5-a]pyridin-4-yl)pyrazin-2-yl)-2-azaadamantan-5-yl)formamide BrC=1C=C(C=2N(C1)N=CC2C#N)C=2N=CC(=NC2)N2[C@@H]1CC3CC(C[C@@H]2C3)(C1)NC=O